[5-(trifluoromethyl)-1H-pyrrolo[3,2-b]pyridin-3-yl]carbamic acid tert-butyl ester C(C)(C)(C)OC(NC1=CNC=2C1=NC(=CC2)C(F)(F)F)=O